4-hydroxy-5-(11-hydroxy-3,7,11-trimethyldodec-2,6-dienyl)-2,3-dimethoxy-6-methylcyclohex-2-enone OC1C(=C(C(C(C1CC=C(CCC=C(CCCC(C)(C)O)C)C)C)=O)OC)OC